SACCHARIC ACID OC(=O)[C@H](O)[C@@H](O)[C@H](O)[C@H](O)C(=O)O